C(CC)C(COB(OCC(CCCCC)CCC)OCC(CCCCC)CCC)CCCCC.C1(=CC=CC=C1)P(C1=CC=CC=C1)C1=CC=CC=C1 Triphenyl-phosphine tris(2-propylheptyl)borate